1-Methylpyridin-2(1H)-one CN1C(C=CC=C1)=O